C(#N)C(CCN(C(=O)[C@H]1[C@@H](CCC1)S(=O)(=O)C1=CC=C(C)C=C1)CC1=CC=C(C=C1)C)(C)C (1S,2R)-2-(Toluene-4-sulfonyl)-cyclopentanecarboxylic acid (3-cyano-3,3-dimethyl-propyl)-(4-methyl-benzyl)-amide